CC(C)(CCCCC(C)(Cl)C)O 2,7-dimethyl-7-chloro-2-octanol